ClC=1C(=C2C(N(C(C2=CC1)=O)C1C(NC(CC1)=O)=O)=O)CN1CCNCC1 5-chloro-2-(2,6-dioxopiperidin-3-yl)-4-(piperazin-1-ylmethyl)isoindoline-1,3-dione